8-cyclopentyl-2-((3-fluoro-4-(1-methylpiperidin-4-yl)phenyl)amino)-7-oxo-7,8-dihydropyrido[2,3-d]pyrimidine-6-carbonitrile C1(CCCC1)N1C(C(=CC2=C1N=C(N=C2)NC2=CC(=C(C=C2)C2CCN(CC2)C)F)C#N)=O